3-(5-bromo-1H-indol-3-yl)-3-oxo-propionitrile BrC=1C=C2C(=CNC2=CC1)C(CC#N)=O